sodium borohydride [BH4-].[Na+]